ClC1=NC=C(C(=C1)CCC(=O)OC)C1=CC2=C(N=C(N=C2C)COCC[Si](C)(C)C)N1 methyl 3-[2-chloro-5-(4-methyl {[2-(trimethylsilyl)ethoxy]methyl}-7H-pyrrolo[2,3-d]pyrimidin-6-yl)pyridin-4-yl]propanoate